2-[[1-[2-(2H-tetrazol-5-yl)phenyl]-4-piperidyl]methyl]-1,3-benzothiazole N=1NN=NC1C1=C(C=CC=C1)N1CCC(CC1)CC=1SC2=C(N1)C=CC=C2